9-(Methacryloyloxy)-4,7-dioxanonanoic acid, 4-sulfo-2,3,5,6-tetrafluorophenyl ester, sodium salt [Na+].C(C(=C)C)(=O)OCCOCCOCCC(=O)OC1=C(C(=C(C(=C1F)F)S(=O)(=O)[O-])F)F